N1-(6-methoxyisoquinolin-1-yl)cyclohexane-1,4-diamine COC=1C=C2C=CN=C(C2=CC1)NC1CCC(CC1)N